(R)-4-((3-methoxypyridin-4-yl)((4-oxochroman-7-yl)oxy)methyl)benzamide COC=1C=NC=CC1[C@@H](C1=CC=C(C(=O)N)C=C1)OC1=CC=C2C(CCOC2=C1)=O